N2-(4-methoxy-3-(3-(pyrrolidin-1-yl)propoxy)phenyl)-N4-(piperidin-4-ylmethyl)pyridine-2,4-diamine COC1=C(C=C(C=C1)NC1=NC=CC(=C1)NCC1CCNCC1)OCCCN1CCCC1